ClC1=C(C=C2C(=N1)OC1=C2C=CC=C1C=O)F 2-Chloro-3-fluorobenzofuro[2,3-b]pyridine-8-carbaldehyde